3-(1,2,3,5,6,7-hexahydro-s-indacen-4-yl)-1-[4-(2-hydroxypropan-2-yl)-5-(piperazin-1-ylmethyl)furan-2-ylsulfonyl]urea C1CCC2=C(C=3CCCC3C=C12)NC(NS(=O)(=O)C=1OC(=C(C1)C(C)(C)O)CN1CCNCC1)=O